(3-(2-isopropylphenyl)-4-(7-azaspiro[3.5]nonan-2-yl)piperazin-1-yl)(phenyl)methanone C(C)(C)C1=C(C=CC=C1)C1CN(CCN1C1CC2(C1)CCNCC2)C(=O)C2=CC=CC=C2